Cl.N[C@H](CNC(=O)C=1NC2=CC=CC=C2C1C1=CC=C(C=C1)F)COC[C@H](CCCN)N N-((R)-2-amino-3-(((S)-2,5-diaminopentyl)oxy)propyl)-3-(4-fluorophenyl)-1H-indole-2-carboxamide hydrogen chloride salt